FC=1C=C(C=NC1)N1C[C@H](CCC1)NC(OC(C)(C)C)=O tert-butyl N-[(3S)-1-(5-fluoro-pyridin-3-yl)piperidin-3-yl]carbamate